4-[(5R)-5-(3,5-dichloro-4-fluoro-phenyl)-5-(trifluoromethyl)-4H-isoxazol-3-yl]-N-[(4R)-2-ethyl-3-oxo-isoxazolidin-4-yl]-2-methyl-benzamide ClC=1C=C(C=C(C1F)Cl)[C@]1(CC(=NO1)C1=CC(=C(C(=O)N[C@H]2C(N(OC2)CC)=O)C=C1)C)C(F)(F)F